5-{[3-(trifluoromethyl)phenyl]sulfonylamino}-1,3-thiazole-4-carboxylic acid FC(C=1C=C(C=CC1)S(=O)(=O)NC1=C(N=CS1)C(=O)O)(F)F